(S)-4,11-diethyl-4-hydroxy-3,14-dioxo-3,4,12,14-tetrahydro-1H-pyrano[3',4':6,7]indolizino[1,2-b]quinolin-9-yl (2-((R)-4-amino-2-octanamido-4-oxobutanamido)ethyl)(methyl)carbamate NC(C[C@H](C(=O)NCCN(C(OC1=CC=2C(=C3C(=NC2C=C1)C1=CC2=C(C(N1C3)=O)COC([C@]2(O)CC)=O)CC)=O)C)NC(CCCCCCC)=O)=O